2-({2-[4-(2-hydroxyethoxy)pyridin-2-yl]-5H,6H,7H-cyclopenta[d]pyrimidin-4-yl}(methyl)amino)-N-(3-methylphenyl)acetamide OCCOC1=CC(=NC=C1)C=1N=C(C2=C(N1)CCC2)N(CC(=O)NC2=CC(=CC=C2)C)C